(E)-3-(5-(4-(3-(4-(4-(1-(4-hydroxyphenyl)-2-phenylbut-1-en-1-yl)phenyl)-1H-pyrazol-1-yl)propyl)piperazin-1-yl)-1-oxoisoindolin-2-yl)piperidine-2,6-dione OC1=CC=C(C=C1)\C(=C(/CC)\C1=CC=CC=C1)\C1=CC=C(C=C1)C=1C=NN(C1)CCCN1CCN(CC1)C=1C=C2CN(C(C2=CC1)=O)C1C(NC(CC1)=O)=O